OP(O)OP(O)O.C(C)(C)(C)C1=C(C(=CC(=C1)C)C(C)(C)C)C(O)C(CO)(CO)CO (2,6-di-t-butyl-4-methylphenyl)pentaerythritol diphosphite